N-(3-(2-(2-((2-(2,6-dioxopiperidin-3-yl)-1,3-dioxoisoindolin-5-yl)amino)ethoxy)ethoxy)benzyl)-5-methyl-4-(1-(1-methyl-1H-imidazole-5-carbonyl)indolin-5-yl)thiazole-2-carboxamide O=C1NC(CCC1N1C(C2=CC=C(C=C2C1=O)NCCOCCOC=1C=C(CNC(=O)C=2SC(=C(N2)C=2C=C3CCN(C3=CC2)C(=O)C2=CN=CN2C)C)C=CC1)=O)=O